C(N)(=N)NC(CC1=C(C(=CC=C1C)C=1C=NC=NC1)Cl)=O N-carbamimidoyl-2-(2-chloro-6-methyl-3-(pyrimidin-5-yl)phenyl)acetamide